C(C)NCC1=CC=C(S1)B(O)O 5-((ETHYLAMINO)METHYL)THIOPHEN-2-YLBORONIC ACID